ClC=1C2=C(N=CN1)N(C=C2I)[C@@H]2C[C@@H](N(C2)C(=O)OC(C)(C)C)CC tert-butyl (2S,4R)-4-(4-chloro-5-iodo-7H-pyrrolo[2,3-d]pyrimidin-7-yl)-2-ethylpyrrolidine-1-carboxylate